4-cyclopentylmethylthio-N7-(β-D-ribofuranosyl)pyrrolo[2,3-d]pyrimidine C1(CCCC1)CSC=1C2=C(N=CN1)N(C=C2)[C@H]2[C@H](O)[C@H](O)[C@H](O2)CO